(4-[2-(Bis-carboxymethyl-amino)-ethyl]-7-carboxymethyl-[1,4,7]triazonan-1-yl)-acetic acid C(=O)(O)CN(CCN1CCN(CCN(CC1)CC(=O)O)CC(=O)O)CC(=O)O